N-(2,4-difluorophenyl)-7-(4-fluorophenyl)pyrazolo[1,5-a]pyrimidine-2-carboxamide FC1=C(C=CC(=C1)F)NC(=O)C1=NN2C(N=CC=C2C2=CC=C(C=C2)F)=C1